Cl.C1N(CCC12CNCC2)CC2=CC=C(C=C2)N2C(N=C(C=C2)NC(=O)N2CCN(CC2)C(C(C)(C)N)=O)=O N-(1-(4-((2,7-Diazaspiro[4.4]nonan-2-yl)methyl)phenyl)-2-oxo-1,2-dihydropyrimidin-4-yl)-4-(2-amino-2-methylpropanoyl)piperazine-1-carboxamide Hydrochloride Salt